2-(4-chlorophenyl)-7-methoxyl-9,9'-spirobifluorene ClC1=CC=C(C=C1)C1=CC=2C3(C4=CC(=CC=C4C2C=C1)OC)C1=CC=CC=C1C=1C=CC=CC13